COC(CCOCCC(=O)O)=O 3-(3-methoxy-3-oxopropoxy)propanoic acid